C1=CN(C(=O)NC1=O)[C@H]2[C@@H]([C@@H]([C@H](O2)COP(=O)(O)OP(=O)(O)OP(=O)(O)OP(=O)(O)OC[C@@H]3[C@H]([C@H]([C@@H](O3)N4C=CC(=O)NC4=O)O)O)O)O The molecule is a pyrimidine ribonucleoside 5'-tetraphosphate compound having 5'-uridinyl residues at the P(1)- and P(4)-positions. It has a role as a P2Y2 receptor agonist and a mouse metabolite. It is a pyrimidine ribonucleoside 5'-tetraphosphate and a uridine 5'-phosphate.